trans-1-benzyl-4-(1-methyl-2-oxo-1,2-dihydropyridin-3-yl)pyrrolidine-3-carbonitrile C(C1=CC=CC=C1)N1C[C@H]([C@@H](C1)C=1C(N(C=CC1)C)=O)C#N